N-(6-(5-amino-2-methylphenyl)imidazo[1,2-a]pyridin-2-yl)acetamide NC=1C=CC(=C(C1)C=1C=CC=2N(C1)C=C(N2)NC(C)=O)C